C(C)ONC(C1=CN=C(C=C1NC1=C(C(=CC=C1)C1=NC=C(C=N1)F)OC)NC1=NC=C(C=N1)F)=O N-ethoxy-4-((3-(5-fluoro-pyrimidin-2-yl)-2-methoxyphenyl)amino)-6-((5-fluoro-pyrimidin-2-yl)amino)nicotinamide